sodium (3R,5S)-7-[2-cyclopropyl-4-(4-fluorophenyl) quinolin-3-yl]-3,5-dihydroxy-6-heptenoate C1(CC1)C1=NC2=CC=CC=C2C(=C1C=C[C@H](C[C@H](CC(=O)[O-])O)O)C1=CC=C(C=C1)F.[Na+]